phenyl(naphthyl)anthracene-d8 C1(=CC=CC=C1)C1=C2C(=C(C(=C(C2=C(C=2C(=C(C(=C(C12)[2H])[2H])[2H])[2H])[2H])[2H])[2H])[2H])C1=CC=CC2=CC=CC=C12